tetrabutylphosphine 2,5-furandicarboxylic acid salt O1C(=CC=C1C(=O)O)C(=O)O.C(CCC)P(CCCC)(CCCC)CCCC